C(C)(C)(C)OC(=O)N1C[C@@H](CCC1)N1C=CC2=C1N=NC(=C2)Cl.[Cl-].C[NH2+]C N,N-dimethyl-ammonium chloride tert-butyl-(R)-3-(3-chloro-7H-pyrrolo[2,3-c]pyridazin-7-yl)piperidine-1-carboxylate